5-cyano-benzofuran C(#N)C=1C=CC2=C(C=CO2)C1